[N+](=O)([O-])C1(C(=C(C(=C(C1(O)C)[N+](=O)[O-])C(C)(C)C)[N+](=O)[O-])C)C 2,4,6-trinitro-1,3-dimethyl-5-tert-butylcresol